P(=O)(O)(OP(=O)(O)O)OC1[C@H](NC(C)=O)[C@@H](O)[C@@H](O)[C@H](O1)CO diphospho-N-acetyl-D-galactosamine